tert-butyl (R)-6-ethyl-2,2-dimethyl-6,7-dihydro-[1,3]dioxolo[4',5':4,5]benzo[1,2-f][1,4]oxazepine-8(9H)-carboxylate C(C)[C@H]1OC2=C(CN(C1)C(=O)OC(C)(C)C)C=C1C(=C2)OC(O1)(C)C